3-methyl-1-(octyloxy)dodec-1-ene CC(C=COCCCCCCCC)CCCCCCCCC